bistrifluoromethane sulfimide salt [SH2]=N.FC(F)F.FC(F)F